(1,4-dioxane-2-yl)-3,3-diphenyl-indoline O1C(COCC1)N1CC(C2=CC=CC=C12)(C1=CC=CC=C1)C1=CC=CC=C1